1-((R)-3,3-difluoro-4-((5-(1-((R)-2-fluoropropyl)-1H-benzo[d][1,2,3]triazol-6-yl)-4-methoxypyrrolo[2,1-f][1,2,4]triazin-2-yl)amino)piperidin-1-yl)ethan-1-one FC1(CN(CC[C@H]1NC1=NN2C(C(=N1)OC)=C(C=C2)C=2C=CC1=C(N(N=N1)C[C@@H](C)F)C2)C(C)=O)F